1,2-bis(benzyloxy)benzene (rac)-tert-butyl-4-[2-(2,2-dimethyltetrahydropyran-4-yl)-3H-imidazo[4,5-b]pyridin-7-yl]piperidine-1-carboxylate C(C)(C)(C)OC(=O)N1CCC(CC1)C1=C2C(=NC=C1)NC(=N2)[C@H]2CC(OCC2)(C)C.C(C2=CC=CC=C2)OC2=C(C=CC=C2)OCC2=CC=CC=C2 |r|